6-fluoro-4-(trifluoromethyl)-1,4-dihydro-2H-benzo[d][1,3]oxazin FC1=CC2=C(NCOC2C(F)(F)F)C=C1